FC1(OC(C(C(C1(F)F)(F)F)(F)F)(F)F)C(C(C(C(F)(F)F)(F)F)(F)F)(F)F perfluoro(2-n-butyl-tetrahydropyran)